C(C)(C)(C)OC1=NC(=CC(=C1)N1[C@@H](COCC1)C)N1C(CNCC1)C(F)(F)F (3R)-4-[2-tert-butoxy-6-[2-(trifluoromethyl)piperazin-1-yl]-4-pyridinyl]-3-methyl-morpholine